cyclopenten-1-ylboronic acid C1(=CCCC1)B(O)O